ethyl 2-{[7-(3-bromobenzyl)-3-methyl-2,6-dioxo-2,3,6,7-tetrahydro-1H-purin-8-yl]thio}propanoate BrC=1C=C(CN2C(=NC=3N(C(NC(C23)=O)=O)C)SC(C(=O)OCC)C)C=CC1